C(=O)(O)CN(CC(=O)O)CC=1C=C(C(=O)O)C=C(C1O)O 3-[Bis(carboxymethyl)amino]methyl-4,5-dihydroxybenzoic acid